1-(5,6-Difluoropyrimidin-4-yl)-1H-pyrazol-3-amine FC=1C(=NC=NC1F)N1N=C(C=C1)N